C(C)OC([C@H](C)N=P(=O)OC1=C(C=CC=C1)OC[C@H]1O[C@H]([C@]([C@@H]1O)(C)F)N1C(NC(C=C1)=O)=O)=O (S)-2-{[(2r,3r,4r,5r)-5-(2,4-dioxo-3,4-dihydro-2H-pyrimidin-1-yl)-4-fluoro-3-hydroxy-4-methyl-tetrahydro-furan-2-ylmethoxy]-phenoxy-phosphorylamino}-propionic acid ethyl ester